1-(2-hydroxyethyl)-1-(4-chlorobutyl)-imidazolinium chloride [Cl-].OCC[N+]1(C=NCC1)CCCCCl